N,5-bis(4-chlorophenyl)-3-((piperidin-4-ylmethyl)imino)-3,5-dihydrophenazin-2-amine hydrochloride Cl.ClC1=CC=C(C=C1)NC1=CC2=NC3=CC=CC=C3N(C2=CC1=NCC1CCNCC1)C1=CC=C(C=C1)Cl